benzo[de]pyrano[3',4':6,7]indolizino[1,2-b]quinoline-10,13-dione C1=CC=C2C3=C1C=1C(=NC3=CC=C2)C2=CC=3C(C(N2C1)=O)=COC(C3)=O